Diethylene Glycol n-Butyl Ether C(CCC)OCCOCCO